2-(2-Fluoro-5-methylphenyl)-N-[(3S)-9-fluoro-2-oxo-5-phenyl-1,3-dihydro-1,4-benzodiazepin-3-yl]pyrazolo[1,5-a]pyrimidine-3-carboxamide FC1=C(C=C(C=C1)C)C1=NN2C(N=CC=C2)=C1C(=O)N[C@@H]1C(NC2=C(C(=N1)C1=CC=CC=C1)C=CC=C2F)=O